tert-butyl (4-(hydroxymethyl)piperidin-1-yl)carbamate OCC1CCN(CC1)NC(OC(C)(C)C)=O